2-amino-N-propyl-8-sulfamoyl-3H-benzo[b]azepine NC1CC=CC2=C(N1CCC)C=C(C=C2)S(N)(=O)=O